COCC1C[C@H](NC1)C(=O)OC methyl (2S)-4-(methoxymethyl)pyrrolidine-2-carboxylate